(1S,2R,3S,4R,5S,6R)-5,6-dihydroxy-3-(pyridin-4-yl)-N-(3-(trifluoromethyl)Phenyl)-7-oxabicyclo[2.2.1]Heptane-2-carboxamide O[C@@H]1[C@H]2[C@@H]([C@H]([C@@H]([C@@H]1O)O2)C(=O)NC2=CC(=CC=C2)C(F)(F)F)C2=CC=NC=C2